OCC(CO)NC(=O)C1=CC2=CC=CC(=C2C=C1)C1=CC=C(C=C1)C(F)(F)F N-(1,3-dihydroxypropan-2-yl)-5-(4-(trifluoromethyl)phenyl)-2-naphthamide